tert-butyl ((1r-3r)-3-(4-fluoro-3-(prop-1-en-2-yl)phenoxy)cyclobutyl)carbamate FC1=C(C=C(OC2CC(C2)NC(OC(C)(C)C)=O)C=C1)C(=C)C